C(C=C)(=O)OCCOP(O)(O)=O phosphoric acid 2-Acryloxyethyl ester